C(CC=C)OC1=NC(=NC(=C1)C1=C(C=CC=C1C)C)NS(=O)(=O)C1=CC(=CC=C1)[N+](=O)[O-] N-[4-but-3-enoxy-6-(2,6-dimethylphenyl)pyrimidin-2-yl]-3-nitro-benzenesulfonamide